ethyl-valerolactone C(C)C1C(=O)OCCC1